5-chloro-4-methyl-3-[(4-methylpiperazin-1-yl)methyl]aniline ClC=1C(=C(C=C(N)C1)CN1CCN(CC1)C)C